N-(mesityl)piperidine C1(=C(C(=CC(=C1)C)C)N1CCCCC1)C